copper bis(trimethylphosphine) dichloride [Cl-].[Cl-].CP(C)C.CP(C)C.[Cu+2]